NC1=NC(N(C=N1)[C@H]1[C@H](O)[C@H](O)[C@H](O1)CO)=O 4-Amino-1-(β-D-ribofuranosyl)-1,3,5-triazin-2(1H)-one